O1CCN(CC1)CCCOC=1C=C2C=CC(=CC2=CC1)C1=CC=C(C=C1)O 4-(6-(3-morpholinopropoxy)naphthalen-2-yl)phenol